CC1(CC=2NN=C(C2CO1)C(=O)N1CCC(CC1)C1=C(C=CC=C1)C(F)(F)F)C (6,6-dimethyl-1,4,6,7-tetrahydropyrano[4,3-c]pyrazol-3-yl)(4-(2-(trifluoromethyl)phenyl)piperidin-1-yl)methanone